2-((4-chlorobenzyl)thio)-5-fluoro-4H-benzo[d][1,3]oxazin-4-one ClC1=CC=C(CSC=2OC(C3=C(N2)C=CC=C3F)=O)C=C1